C(C)(C)(C)OC(=O)N1CCC(CC1)C=1OC2=C(N1)C=C(C=C2)C2COC2 4-[5-(oxetan-3-yl)-1,3-benzoxazol-2-yl]piperidine-1-carboxylic acid tert-butyl ester